BrC1=C(CNC2C(NC(CC2)=O)=O)C(=CC=C1)N1CCC(CC1)CCCO 3-((2-bromo-6-(4-(3-hydroxypropyl)piperidin-1-yl)benzyl)amino)piperidine-2,6-dione